2-Chlorobenzyl 2,4,6-tri-O-acetyl-3-azido-3-deoxy-1-thio-α-D-galactopyranoside C(C)(=O)O[C@H]1[C@@H](SCC2=C(C=CC=C2)Cl)O[C@@H]([C@@H]([C@@H]1N=[N+]=[N-])OC(C)=O)COC(C)=O